tert-butyl N-[(1R)-1-(hydroxymethyl)-3-(1-methylcyclobutyl)propyl]carbamate OC[C@@H](CCC1(CCC1)C)NC(OC(C)(C)C)=O